Bismuth copper oxide [Cu]=O.[Bi]